butyl 3-{[(2-methoxypyridin-4-yl)methyl]amino}piperidine-1-carboxylate COC1=NC=CC(=C1)CNC1CN(CCC1)C(=O)OCCCC